ClC1=C(C=CC=C1)CN1CCC(CC1)N1CCN(CCC1)C1=CC=CC(=N1)C(=O)NCC=1C=NC=CC1 6-(4-{1-[(2-Chlorophenyl)methyl]piperidin-4-yl}-1,4-diazepan-1-yl)-N-(pyridine-3-ylmethyl)pyridine-2-carboxamide